4-(pyrimidin-2-yl)cyclohexane-1-carboxylic acid ethyl ester C(C)OC(=O)C1CCC(CC1)C1=NC=CC=N1